(4-(benzyloxy)phenyl)-4-(piperazin-1-yl)-7H-pyrrolo[2,3-d]pyrimidine C(C1=CC=CC=C1)OC1=CC=C(C=C1)C=1N=C(C2=C(N1)NC=C2)N2CCNCC2